CC1=C(C=2N(C=C1)C=NN2)C 7,8-dimethyl-[1,2,4]triazolo[4,3-a]pyridine